CC1(C2C3CCCC3C(C1)C2)OC(=O)C2C1C3C4C=CC(C3C(C2)C1)C4 8-(5-methyl-octahydro-4,7-methano-indene-5-yloxycarbonyl)-tetracyclo[4.4.0.12,5.17,10]-3-dodecene